OCC(=O)N1[C@@H](CN(CC1)C1=NC=C(C=N1)C1=CC=C2C(=N1)N1C(=N2)CC[C@@H]1C1=CC=CC=C1)C 2-hydroxy-1-((R)-2-methyl-4-(5-((R)-8-phenyl-7,8-dihydro-6H-pyrrolo[2',1':2,3]imidazo[4,5-b]pyridin-2-yl)pyrimidin-2-yl)piperazin-1-yl)ethanone